[C@H](C)(CC)NC(O[C@H]1CO[C@@H](C1)C=1C=NC(=NC1)Cl)=O |o1:7,10| (3R*,5S*)-5-(2-chloropyrimidin-5-yl)tetrahydrofuran-3-yl ((S)-sec-butyl)carbamate